((tert-butyldimethylsilyloxy)methyl)-2-chloropyridin-4-amine [Si](C)(C)(C(C)(C)C)OCC=1C(=NC=CC1N)Cl